2,4-dichloro-6-methyl-3-nitroquinoline ClC1=NC2=CC=C(C=C2C(=C1[N+](=O)[O-])Cl)C